C(#N)[C@H](C[C@H]1C(NCC1)=O)NC(=O)[C@H]1N(CC(C1)(C)C)C(=O)C=1NC2=CC=CC(=C2C1)OC (S)-N-((S)-1-cyano-2-((S)-2-oxopyrrolidin-3-yl)ethyl)-1-(4-methoxy-1H-indole-2-carbonyl)-4,4-dimethylpyrrolidine-2-carboxamide